methyl 2-(2-chlorophenyl)acetate ClC1=C(C=CC=C1)CC(=O)OC